4-(7-Chloro-8-fluoro-2-(((2R,7aS)-2-fluorotetrahydro-1H-pyrrolizin-7a(5H)-yl)methoxy)pyrido[4,3-d]pyrimidin-4-yl)-6-(methyl-d3)-1,4-oxazepan-6-ol ClC1=C(C=2N=C(N=C(C2C=N1)N1CCOCC(C1)(O)C([2H])([2H])[2H])OC[C@]12CCCN2C[C@@H](C1)F)F